C(C)(C)C=1C(=NNC1C=1C=C(C=2N(C1)N=CN2)OC)C2=NC=C(C=C2)N2CC1(C2)CN(C1)CC1CCOCC1 6-(4-isopropyl-3-(5-(6-((tetrahydro-2H-pyran-4-yl)methyl)-2,6-diazaspiro[3.3]heptan-2-yl)pyridin-2-yl)-1H-pyrazol-5-yl)-8-methoxy-[1,2,4]triazolo[1,5-a]pyridine